COC(=O)C1=C(C=NN1C)B1OC(CO1)(C)C 4-(5,5-dimethyl-1,3,2-dioxaborolan-2-yl)-1-methyl-1H-pyrazole-5-carboxylic acid methyl ester